[Na].C(CC=O)=O malonaldehyde sodium salt